FC(CC1=NNC=2CCCC(C12)=O)(F)F (2,2,2-trifluoroethyl)-6,7-dihydro-5H-indazol-4-one